5-fluoro-9-azido-8-(4-fluorophenyl)-8,9-dihydro-2H-pyrido[4,3,2-de]phthalazin-3(7H)-one-7-carboxylic acid tert-butyl ester C(C)(C)(C)OC(=O)N1C(C(C2=NNC(C=3C=C(C=C1C23)F)=O)N=[N+]=[N-])C2=CC=C(C=C2)F